S1NCCCCC1 1,2-thiazepane